α,α'-diiodo-p-xylene ICC1=CC=C(C=C1)CI